rac-tert-butyl (3R,4R)-3-hydroxy-4-methoxypiperidine-1-carboxylate O[C@@H]1CN(CC[C@H]1OC)C(=O)OC(C)(C)C |r|